FC(C=1C(=CNC(C1)=O)C(=O)NC1=C(C=C(C(=C1)C=1C=NC(=NC1)N1[C@@H](COCC1)C)F)N1C[C@@H](N([C@@H](C1)C)C)C)F 4-(difluoromethyl)-N-[4-fluoro-5-[2-[(3R)-3-methylmorpholin-4-yl]pyrimidin-5-yl]-2-[(3S,5R)-3,4,5-trimethylpiperazin-1-yl]phenyl]-6-oxo-1H-pyridine-3-carboxamide